The molecule is a mannosylinositol phosphorylceramide(1-) having a tetracosanoyl group attached to the ceramide nitrogen, with no hydroxylation at C-4 of the long-chain base or on the very-long-chain fatty acid. It is a conjugate base of a Man-beta1-2-Ins-1-P-Cer(d18:0/24:0). CCCCCCCCCCCCCCCCCCCCCCCC(=O)N[C@@H](COP(=O)([O-])O[C@@H]1[C@@H]([C@@H]([C@H]([C@@H]([C@H]1O[C@H]2[C@H]([C@H]([C@@H]([C@H](O2)CO)O)O)O)O)O)O)O)[C@@H](CCCCCCCCCCCCCCC)O